[Si](C1=CC=CC=C1)(C1=CC=CC=C1)(C(C)(C)C)OC[C@H](C(=O)[O-])O (R)-3-((tert-Butyldiphenylsilyl) oxy)-2-hydroxypropionate